methyl 6-chloro-3-(((1R)-1-(2-cyano-3-(6,6-difluoro-3-azabicyclo[3.1.1]heptan-3-yl)-7-methylquinoxalin-5-yl)ethyl)amino)picolinate ClC1=CC=C(C(=N1)C(=O)OC)N[C@H](C)C1=C2N=C(C(=NC2=CC(=C1)C)C#N)N1CC2C(C(C1)C2)(F)F